7-bromo-3,4-dimethyl-imidazo[4,5-c]pyridine BrC=1C2=C(C(=NC1)C)N(C=N2)C